N-(oxan-4-yl)pyrrolidin-3-amine O1CCC(CC1)NC1CNCC1